(5S)-5-(aminomethyl)-1-(2,2-dimethoxyethyl)pyrrolidin-2-one NC[C@@H]1CCC(N1CC(OC)OC)=O